FC(C1=CC(=NC(=C1)C(F)(F)F)N1[C@@H](CCC1)C(=O)N(C)C1=CC(=CC=C1)C#N)(F)F (S)-1-(4,6-bis(trifluoromethyl)pyridin-2-yl)-N-(3-cyanophenyl)-N-methylpyrrolidine-2-carboxamide